BrC(C(=O)N1CCCC1)(F)F 2-bromo-2,2-difluoro-1-(pyrrolidin-1-yl)ethane-1-one